thiochromene-3,8-diol S1CC(=CC2=CC=CC(=C12)O)O